The molecule is a member of the class of pterocarpans carrying two hydroxy substituents at positions 6a and 9 as well as prenyl and methoxy substituents at positions 2 and 3 respectively. It has a role as a plant metabolite. It is a member of pterocarpans, a member of phenols and an aromatic ether. CC(=CCC1=CC2=C(C=C1OC)OC[C@@]3([C@H]2OC4=C3C=CC(=C4)O)O)C